N1-(6-amino-5-methylpyridin-3-yl)-N2-(6-bromo-2,3-dihydrobenzofuran-3-yl)-N2-methyloxalamide NC1=C(C=C(C=N1)NC(C(=O)N(C)C1COC2=C1C=CC(=C2)Br)=O)C